ClC1=C(OCCCC(=O)NC=2C=C3CN(C(C3=CC2)=O)C2C(NC(CC2)=O)=O)C(=CC(=C1)C(C)(C1=CC=C(C=C1)OCC1=NC(=NC=C1)SC)C)C#N 4-[2-chloro-6-cyano-4-[1-methyl-1-[4-[(2-methylsulfanylpyrimidin-4-yl)methoxy]phenyl]ethyl]phenoxy]-N-[2-(2,6-dioxo-3-piperidyl)-1-oxo-isoindolin-5-yl]butanamide